S(=O)(=O)(O)CC[NH+]1C=NCC1 Sulfoethyl-imidazolinium